ClC=1C=CC(=C(C1)[C@H]1C[C@H](C1)NC(=O)C=1C=NN(C1)[C@@H](C)C=1C=NC(=CC1OC)N1C([C@@H]2C[C@@H]2C1)=O)C#N N-((cis)-3-(5-chloro-2-cyanophenyl)cyclobutyl)-1-((S)-1-(4-methoxy-6-((1R,5S)-2-oxo-3-azabicyclo[3.1.0]hexan-3-yl)pyridin-3-yl)ethyl)-1H-pyrazole-4-carboxamide